(E)-7-[(1R,2R,3R,5S)-3,5-dihydroxy-2-[(E)-(3S)-3-hydroxy-3-methyl-1-octenyl]cyclopentyl]-5-heptenoic acid O[C@H]1[C@@H]([C@H]([C@H](C1)O)C/C=C/CCCC(=O)O)\C=C\[C@@](CCCCC)(C)O